N1(CCNCC1)NP(=O)(N)N piperazinyl-phosphoramide